C1(=CC=CC=C1)C=1C=2C=CC(=C(C3=C(C(=C(N3C3=CC=CC=C3)C(=C3C=CC(C(=C4C=CC1N4)C4=CC=CC=C4)=N3)C3=CC=CC=C3)C3=CC=CC=C3)C3=CC=CC=C3)C3=CC=CC=C3)N2 10,15,20-triphenyltetraphenylporphin